t-1,3-Dimethylcyclopentane C[C@@H]1CC[C@H](C1)C